2-benzoyl-1-(2-bromophenyl)-3-methylbutyl methanesulfonate CS(=O)(=O)OC(C(C(C)C)C(C1=CC=CC=C1)=O)C1=C(C=CC=C1)Br